Di-tert-butyl [3-(3-(4-(((6-fluoropyridin-2-yl)oxy)methyl)benzyl)-1,2-oxazol-5-yl)pyridin-2-yl]imidodicarbonate FC1=CC=CC(=N1)OCC1=CC=C(CC2=NOC(=C2)C=2C(=NC=CC2)N(C(=O)OC(C)(C)C)C(=O)OC(C)(C)C)C=C1